O=C1NC(CCC1N1C(C2=CC=C(C=C2C1)CNC(C(C1=CC(=CC=C1)OCCOC)(F)F)=O)=O)=O N-((2-(2,6-dioxopiperidin-3-yl)-1-oxoisoindolin-5-yl)methyl)-2,2-difluoro-2-(3-(2-methoxyethoxy)phenyl)acetamide